4,4'-bis(3,4-dicarboxyphenoxy)-3,3-bis(trifluoromethyl)biphenyl C(=O)(O)C=1C=C(OC=2C(CC(=CC2)C2=CC=C(C=C2)OC2=CC(=C(C=C2)C(=O)O)C(=O)O)(C(F)(F)F)C(F)(F)F)C=CC1C(=O)O